2-(9,9'-spirobi[xanthen]-3-yl)-4,4,5,5-tetramethyl-1,3,2-dioxaborolane C1=CC(=CC=2OC3=CC=CC=C3C3(C12)C1=CC=CC=C1OC=1C=CC=CC13)B1OC(C(O1)(C)C)(C)C